tert-butyl 4-(4-chloro-3-fluoro-phenyl)-3,3-difluoro-piperidine-1-carboxylate ClC1=C(C=C(C=C1)C1C(CN(CC1)C(=O)OC(C)(C)C)(F)F)F